CYCLOHEPTANE C1CCCCCC1